(Z)-1-(4-amino-2-fluorobut-2-en-1-yl)-4-(3-(N,N-dimethylsulfamoyl)-4-methoxyphenyl)-N-methyl-1H-benzo[d][1,2,3]triazol-6-carboxamide NC\C=C(\CN1N=NC2=C1C=C(C=C2C2=CC(=C(C=C2)OC)S(N(C)C)(=O)=O)C(=O)NC)/F